COC(=O)[C@H]1N(C[C@H](C1)OS(=O)(=O)C)C(C1=CC=CC=C1)(C1=CC=CC=C1)C1=CC=CC=C1 (2S,4S)-4-((methylsulfonyl)oxy)-1-tritylpyrrolidine-2-carboxylic acid methyl ester